(4-fluorophenyl)(8-methyl-3-(3-methyl-1,2,4-thiadiazol-5-yl)-5,6-dihydroimidazo[1,5-a]pyrazin-7(8H)-yl)methanone FC1=CC=C(C=C1)C(=O)N1C(C=2N(CC1)C(=NC2)C2=NC(=NS2)C)C